CC1(CC2C(CC1)O2)C(=O)OC2CC1C(CC2)O1 (3,4-epoxycyclohexyl) methyl-3,4-epoxycyclohexyl-carboxylate